C(#N)C1=C(C=CC=C1)C(C1=CC=CC=C1)N(C=1N(C(C(=C(N1)C(=O)OCC)OC)=O)C)C Ethyl 2-(((2-cyanophenyl)(phenyl)methyl)(methyl)amino)-5-methoxy-1-methyl-6-oxo-1,6-dihydropyrimidine-4-carboxylate